NC1=C(C#N)C=C(C(=N1)C(C)C)Cl 2-amino-5-chloro-6-isopropyl-nicotinonitril